4-(4-(benzo[d]oxazol-5-yl)phenyl)-N-(pyridin-3-yl)butanamide O1C=NC2=C1C=CC(=C2)C2=CC=C(C=C2)CCCC(=O)NC=2C=NC=CC2